C(=O)(O)CN(CCN(CC(=O)O)CCN(CC(NC)=O)CC(=O)O)CC(NC)=O N,N-bis[2-[carboxymethyl[(methylcarbamoyl)methyl]amino]-ethyl]glycine